C1=2C(=O)NNC(C1CC=CC2)=O 2,3-dihydrophthalhydrazide